FC1=C2C=CN(C(C2=CC=C1C1=NC=C(C=N1)C(F)(F)F)=O)CCC[C@H](C)NC=1C=NNC(C1C(F)(F)F)=O 5-fluoro-2-[(4S)-4-[[6-oxo-5-(trifluoromethyl)-1H-pyridazin-4-yl]amino]pentyl]-6-[5-(trifluoromethyl)pyrimidin-2-yl]isoquinolin-1-one